C1(=CCCCC1)C=1C(=NN2C1N=C(C(=C2OC)C2=CC=C(C=C2)OC)NC2=NC=CN=C2)C2=CC=CC=C2 3-cyclohexenyl-7-methoxy-6-(4-methoxyphenyl)-2-phenyl-N-(pyrazin-2-yl)pyrazolo[1,5-a]pyrimidin-5-amine